tin(IV) tetrakis(trifluoroacetate) FC(C(=O)[O-])(F)F.FC(C(=O)[O-])(F)F.FC(C(=O)[O-])(F)F.FC(C(=O)[O-])(F)F.[Sn+4]